ClC=1N=C(C2=C(N1)C(=C(N=C2)C2=CC=CC1=CC=CC(=C21)Cl)F)NCC2(CCC2)N(C)C 2-chloro-7-(8-chloronaphthalen-1-yl)-N-((1-(dimethylamino)cyclobutyl)methyl)-8-fluoropyrido[4,3-d]pyrimidin-4-amine